monosilicon trifluoroacetate FC(C(=O)[O-])(F)F.[Si+4].FC(C(=O)[O-])(F)F.FC(C(=O)[O-])(F)F.FC(C(=O)[O-])(F)F